1-(4-(2-(2-(3-((dimethylamino)methyl)imidazo[1,2-a]pyridin-6-yl)-5-fluorophenoxy)ethyl)-1,5-dimethyl-1H-pyrazol-3-yl)-2,2-dimethylpropan-1-ol CN(C)CC1=CN=C2N1C=C(C=C2)C2=C(OCCC=1C(=NN(C1C)C)C(C(C)(C)C)O)C=C(C=C2)F